4-(3-nitrophenyl)-2,6-dimethyl-1,4-dihydropyridine-3,5-dicarboxylic acid dimethyl ester COC(=O)C1=C(NC(=C(C1C1=CC(=CC=C1)[N+](=O)[O-])C(=O)OC)C)C